[O-]S(=O)(=O)C(F)(F)F.COCOC(C(=O)OC1CC2CCC(C1)[N+]21CCCC1)(C1=CC=CC=C1)C1=CC=CC=C1 3-(2-(methoxymethoxy)-2,2-diphenylacetoxy)spiro[bicyclo[3.2.1]octane-8,1'-pyrrolidin]-8-ium triflate